BrC1=C(C2=C(OCCN2)N=C1)C 7-bromo-8-methyl-2,3-dihydro-1H-pyrido[2,3-b][1,4]oxazine